C(=C)OC(C(=O)C1=CC=CC=C1)(C)C1=CC=CC=C1 2-(ethenyloxy)-1,2-diphenyl-1-propanone